[N+](=O)([O-])C1=CC=C(C=C1)N(N=C(C1=NC(=NC=C1C1=C(C=CC=C1)Cl)NC1=CC=C(C=C1)C#N)C1=NC(=NC=C1C1=C(C=CC=C1)Cl)NC1=CC=C(C=C1)C#N)C(=O)N 2-chlorophenyl-2-(4-cyanophenylamino)-pyrimidin-4-ylketone-N-(4-nitrophenyl) semicarbazone